hydroxyl-phenyl-acrylamide OC=C(C(=O)N)C1=CC=CC=C1